P(=O)(O)(O)O[C@@H](C(=O)NCCC(NCCS)=O)C(C)(C)CO phospho-pantetheine